1-(3-Chlorophenyl)-N-(cyclopropylmethyl)-6-[3-(dimethylcarbamoyl)phenyl]-7-oxo-4,5-dihydropyrazolo[3,4-c]pyridine-3-carboxamide ClC=1C=C(C=CC1)N1N=C(C2=C1C(N(CC2)C2=CC(=CC=C2)C(N(C)C)=O)=O)C(=O)NCC2CC2